FC1=CC(=C(C=C1)C1=C(NC=2C3=C(CCC12)C=CC=C3)C(=O)O)OC 3-(4-fluoro-2-methoxyphenyl)-4,5-dihydro-1H-benzo[g]indole-2-carboxylic Acid